Tri(diethylamino)titanium C(C)N(CC)[Ti](N(CC)CC)N(CC)CC